benzyl (R)-4-(2-azido-3-(2H-tetrazol-2-yl)propoxy)benzoate N(=[N+]=[N-])[C@@H](COC1=CC=C(C(=O)OCC2=CC=CC=C2)C=C1)CN1N=CN=N1